OC(CN1N=C(C(=C1)NC(=O)C=1C=NN2C1N=CC=C2)N2C(CCC2)C)(C)C N-(1-(2-hydroxy-2-methylpropyl)-3-(2-methylpyrrolidin-1-yl)-1H-pyrazol-4-yl)pyrazolo[1,5-a]pyrimidine-3-carboxamide